Cl.N[C@H]1[C@H](CCC1)O (1S,2R)-2-aminocyclopentanol, hydrochloride